5-fluoro-2,3-dimethyl-4-(4,4,5,5-tetramethyl-1,3,2-dioxaborolan-2-yl)-1-((2-(trimethylsilyl)ethoxy)methyl)-1H-indole-7-carbonitrile FC=1C(=C2C(=C(N(C2=C(C1)C#N)COCC[Si](C)(C)C)C)C)B1OC(C(O1)(C)C)(C)C